tert-butyl (S)-3-(6-((R)-2-amino-3-phenylpropoxy)-3-fluoroquinoline-5-carboxamido)-4-((2-(3-cyclopropyl-1,2,4-oxadiazol-5-yl)ethyl)amino)-4-oxobutanoate N[C@@H](COC1=C(C=2C=C(C=NC2C=C1)F)C(=O)N[C@@H](CC(=O)OC(C)(C)C)C(=O)NCCC1=NC(=NO1)C1CC1)CC1=CC=CC=C1